FC(=C(F)F)SSCC ethyl (perfluorovinyl) disulfide